C1(CC1)CN(C(C1=CC=CC=C1)=O)CCCN1CCC(CC1)C1=NOC2=C1C=CC(=C2)F N-cyclopropylmethyl-N-[3-[4-(6-fluoro-1,2-benzisoxazol-3-yl)piperidin-1-yl]propyl]benzamide